7-formyl-3,4-dihydro-1H-2,6-naphthyridine-2-carboxylic acid tert-butyl ester C(C)(C)(C)OC(=O)N1CC2=CC(=NC=C2CC1)C=O